(Z)-1-bromo-1,2-difluoropropene Br\C(=C(\C)/F)\F